2-(3-iodo-4-(pyrazolo[1,5-a]pyrimidin-3-ylamino)-1H-pyrazol-1-yl)acetic acid methyl ester COC(CN1N=C(C(=C1)NC=1C=NN2C1N=CC=C2)I)=O